N-methyl-3,4-dimethoxy-benzylamine CNCC1=CC(=C(C=C1)OC)OC